C(CC=C)OC=1C=2N(C=C(N1)C1=CC(=NC(=C1)C)C(C)=O)C=CN2 1-(4-(8-(but-3-en-1-yloxy)imidazo[1,2-a]pyrazin-6-yl)-6-methylpyridin-2-yl)ethan-1-one